NC=1C(=C(C=CC1F)NS(=O)(=O)C=1SC=C(C1C)Cl)F N-(3-amino-2,4-difluorophenyl)-4-chloro-3-methylthiophene-2-sulfonamide